FC1=CC=CC(=N1)CN(C(=O)C1=C(C2=C(S1)C=CC(=C2)C2=CN(C(C=C2)=O)C)C)CCCCO N-((6-fluoropyridin-2-yl)methyl)-N-(4-hydroxybutyl)-3-methyl-5-(1-methyl-6-oxo-1,6-dihydropyridin-3-yl)benzo[b]thiophene-2-carboxamide